1-[[tert-butyl(dimethyl)silyl]oxymethyl]cyclobutanol [Si](C)(C)(C(C)(C)C)OCC1(CCC1)O